COC(=O)[C@@H]1CN(CC1)CC=1C=CC(=NC1)C(=O)O 5-{[(3S)-3-(methoxycarbonyl)pyrrolidin-1-yl]methyl}pyridine-2-Formic acid